N1=C(C=CC=C1)CN1C=C(C2=CC=CC=C12)C(=O)NC1=CC=CC(=C1C(=O)O)F 6-[1-(pyridin-2-ylmethyl)-1H-indole-3-carboxamido]-2-fluorobenzoic acid